2,4,6-tris(hydroxymethyl)-phenol OCC1=C(C(=CC(=C1)CO)CO)O